2-fluoro-5-cyclopropyl-3-piperazin-1-yl-9-methoxy-5H-indolo[3,2-c]quinoline FC=1C=C2C=3C(=CN(C2=CC1N1CCNCC1)C1CC1)C1=CC=C(C=C1N3)OC